2-(3-(2-(pyridin-2-yl)vinyl)-1H-indazol-6-yl)aniline N1=C(C=CC=C1)C=CC1=NNC2=CC(=CC=C12)C1=C(N)C=CC=C1